4-bromo-3-methyl-1-(oxan-2-yl)-1H-pyrazole-5-carbonitrile BrC=1C(=NN(C1C#N)C1OCCCC1)C